4-oxophthalazine-6-carboxamide O=C1NN=CC2=CC=C(C=C12)C(=O)N